5-((9-Hydroxy-8-methoxy-2,2-dimethyl-7-(3-methylbut-2-en-1-yl)-6-oxo-2H,6H-pyrano[3,2-b]xanthen-5-yl)oxy)pentanoic acid OC1=CC=2OC=3C=C4C(=C(C3C(C2C(=C1OC)CC=C(C)C)=O)OCCCCC(=O)O)C=CC(O4)(C)C